S(N)(OC[C@@H]1[C@H](C[C@@H](C1)NC1=NC=NC=C1C(=O)C=1SC(=C(C1)[C@@H](C1=CC(=CC=C1)Cl)N)Cl)O)(=O)=O [(1R,2S,4R)-4-{[5-({4-[(R)-amino(3-chlorophenyl)methyl]-5-chloro-2-thienyl}carbonyl)pyrimidin-4-yl]amino}-2-hydroxycyclopentyl]methyl sulfamate